benzyl-2-(methoxymethylene)-7-azaspiro[3.5]nonane C(C1=CC=CC=C1)C1C(CC12CCNCC2)=COC